1,1,1-trishydroxymethylethane triacrylate C(C=C)(=O)O.C(C=C)(=O)O.C(C=C)(=O)O.OCC(C)(CO)CO